3-((3-(2-aminoethyl)phenyl)amino)-6-ethyl-5-isobutylpyrazine-2-carboxamide NCCC=1C=C(C=CC1)NC=1C(=NC(=C(N1)CC(C)C)CC)C(=O)N